1-(4-bromo-2-methylphenyl)methanamine BrC1=CC(=C(C=C1)CN)C